C([C@]1(C)C(C)(C)[C@H](C(=O)O)CC1)(=O)O.C[C@@H]1N(CC1)C1=NC(=CC(=N1)N1CC(CC1)O)C(F)(F)F 1-(2-((S)-2-methylazetidin-1-yl)-6-(trifluoromethyl)pyrimidin-4-yl)pyrrolidin-3-ol (1S,3R)-(-)-camphorate